1-(2-(3-oxo-3-(4-(5-(trifluoromethyl)pyrimidin-2-yl)piperazin-1-yl)propoxy)ethyl)-2-(trifluoromethyl)-1,5-dihydro-4H-pyrrolo[2,3-d]pyridazin-4-one O=C(CCOCCN1C(=CC2=C1C=NNC2=O)C(F)(F)F)N2CCN(CC2)C2=NC=C(C=N2)C(F)(F)F